C=C(C)C=1C=C2C(=CC=NC2=CC1)C(=O)OC methyl 6-(prop-1-en-2-yl)quinoline-4-carboxylate